N-(3-hydroxy-2,2-dimethylpropyl)-2-methyl-5-{[2-(trifluoromethyl)pyridin-3-yl]methoxy}-2H-indazole-3-carboxamide OCC(CNC(=O)C=1N(N=C2C=CC(=CC12)OCC=1C(=NC=CC1)C(F)(F)F)C)(C)C